F[C@H]1C[C@H](N2N=C(N=C21)S(=O)(=O)[C@@H]2C(C2)(F)F)C2=C(C=CC=C2)F (5S,7S)-7-fluoro-5-(2-fluorophenyl)-2-[(1S)-2,2-difluorocyclopropyl]sulfonyl-6,7-dihydro-5H-pyrrolo[1,2-b][1,2,4]triazole